4-(tert-butoxy)-8-chloro-2-(((2R,7aS)-2-fluorotetrahydro-1H-pyrrolizin-7a-yl)methoxy)-9H-pyrido[4',3':4,5]pyrrolo[2,3-d]pyrimidine C(C)(C)(C)OC=1C2=C(N=C(N1)OC[C@]13CCCN3C[C@@H](C1)F)NC1=C2C=CN=C1Cl